4-amino-5-fluoro-1-((2R,4S,5R)-4-hydroxy-5-(hydroxymethyl)-5-(2,2,2-trifluoroethyl)-tetrahydrofuran-2-yl)pyrimidin-2(1H)-one NC1=NC(N(C=C1F)[C@@H]1O[C@]([C@H](C1)O)(CC(F)(F)F)CO)=O